(R)-t-Butyl-sulfinamide C(C)(C)(C)[S@@](=O)N